F[C@]1(CN(CC[C@H]1O)C1=NC=CC(=N1)NC=1N=CC2=C(N=CC(=C2C1)[C@@H](C)OCC1COC1)N1[C@@H](CC1)C)C (3S,4R)-3-fluoro-3-methyl-1-(4-((8-((R)-2-methylazetidin-1-yl)-5-((R)-1-(oxetan-3-ylmethoxy)ethyl)-2,7-naphthyridin-3-yl)amino)pyrimidin-2-yl)piperidin-4-ol